5-chloro-1-(3-methoxy-3-oxopropyl)-4-(2-(((4-methoxybenzyl)oxy)methyl)-4,5,6,7-tetrahydropyrazolo[1,5-a]pyridin-3-yl)-3-methyl-1H-indole-2-carboxylic acid methyl ester COC(=O)C=1N(C2=CC=C(C(=C2C1C)C=1C(=NN2C1CCCC2)COCC2=CC=C(C=C2)OC)Cl)CCC(=O)OC